3,4-dihydroxy-5-prenyl-cinnamic acid OC=1C=C(C=CC(=O)O)C=C(C1O)CC=C(C)C